tert-butyl (5-(6-(((1R,2S)-2-((tert-butoxycarbonyl)amino)cyclohexyl)amino)-2-(2,4-dimethoxybenzyl)-7-fluoro-3-oxo-2,3-dihydro-1H-pyrrolo[3,4-c]pyridin-4-yl)-1,3-thiazol-2-yl)carbamate C(C)(C)(C)OC(=O)N[C@@H]1[C@@H](CCCC1)NC1=C(C2=C(C(=N1)C1=CN=C(S1)NC(OC(C)(C)C)=O)C(N(C2)CC2=C(C=C(C=C2)OC)OC)=O)F